C(C)(C)(C)NC[C@H](COC1=C2C[C@@H]([C@@H](CC2=CC=C1)O)O)O |o1:12,13| rel-(2R,3S)-5-{[(2R)-3-(tert-butylamino)-2-hydroxypropyl]oxy}-1,2,3,4-tetrahydronaphthalene-2,3-diol